1,4,7,10-tetraazacyclododecane-1,4,7,10-tetraacetamide N1(CCN(CCN(CCN(CC1)CC(=O)N)CC(=O)N)CC(=O)N)CC(=O)N